(3-chloro-4-iodopyridin-2-yl)acetamide ClC=1C(=NC=CC1I)CC(=O)N